C(C)(C)(C)[Si](C1=CC=CC=C1)(C1=CC=CC=C1)OCCCCCCCCCCCC(CCCCCCCCC)CCOCC1=CC=C(C=C1)OC tert-butyl-((12-(2-((4-methoxybenzyl)oxy)ethyl)heneicosyl)oxy)diphenylsilane